CC1(C(N(C=C(C1)C(=O)N[C@@H]1[C@H](C1)C)CC1=CC(=CC=C1)CCN1CCOCC1)=O)C(=O)N 3-methyl-N5-((1s,2s)-2-methylcyclopropyl)-1-(3-(2-morpholinoethyl)benzyl)-2-oxo-1,2-dihydropyridine-3,5-dicarboxamide